1-(4-Bromo-5-(isopropylsulfanyl)thiazol-2-yl)-3-methyl-1H-pyrazole-5-carboxylic acid methyl ester COC(=O)C1=CC(=NN1C=1SC(=C(N1)Br)SC(C)C)C